C(C)OC(=O)C12C(CC(CC1)(CC2)N)=O 4-amino-2-oxo-bicyclo[2.2.2]octane-1-carboxylic acid ethyl ester